OC=1C2=C(NC(C1C#N)=O)SC=C2C2=CC=C(C=C2)C2=C(C=CC=C2)O 4-Hydroxy-3-(2'-hydroxy-1,1'-biphenyl-4-yl)-6-oxo-6,7-dihydrothieno[2,3-b]pyridine-5-carbonitrile